COC1=C(C(=NC=2N1N=C(C2C2=CC=CC=C2)C2=CC=CC=C2)NC=2N=NC=CC2)C2=CC=C(C=C2)OC 7-methoxy-6-(4-methoxyphenyl)-2,3-diphenyl-N-(pyridazin-3-yl)pyrazolo[1,5-a]pyrimidin-5-amine